FC1=CC(=C(C=C1)C1=CC(=CC=C1)C=1OC2=C(N1)C=C(C=C2C(F)(F)F)CNCC(C#N)(C)C)C2=NN=CN2C 3-(((2-(4'-fluoro-2'-(4-methyl-4H-1,2,4-triazol-3-yl)-[1,1'-biphenyl]-3-yl)-7-(trifluoromethyl)benzo[d]oxazol-5-yl)methyl)amino)-2,2-dimethylpropanenitrile